[N+](=O)([O-])C=1C=CC(=NC1)OC1CC(C1)O (1r,3r)-3-((5-nitropyridin-2-yl)oxy)cyclobutan-1-ol